C(C)(=O)NC1=CC=C(C=C1)C1=C(N=C(O1)C1=CC=C(C=C1)C(C)(C)C)C(=O)OCC ethyl 5-(4-acetamidophenyl)-2-(4-(tert-butyl)phenyl)oxazole-4-carboxylate